(R)-4-[5-(4-chlorophenyl)-1-[2-(trifluoromethyl)phenyl]pyrrol-2-yl]-N-[2-(dimethylamino)ethyl]benzamide ClC1=CC=C(C=C1)C1=CC=C(N1C1=C(C=CC=C1)C(F)(F)F)C1=CC=C(C(=O)NCCN(C)C)C=C1